6-azaspiro[2.5]octane-6-sulfonamide C1CC12CCN(CC2)S(=O)(=O)N